CN1N=C2C(NC=3C=CC(=CC23)C(=O)OCC)=C1 ethyl 2-methyl-2H,4H-pyrazolo[4,3-b]indole-7-carboxylate